C(C)(C)(C)C1N(CCC[C@H]1N1C=CC2=C1N=NC(=C2)Cl)C(=O)OC(CNC(C)(C)C)C2=CC(=C(C=C2)O)CO 1-(4-hydroxy-3-hydroxymethylphenyl)-2-(tert-butylamino)ethanol tert-butyl-(3R)-3-(3-chloro-7H-pyrrolo[2,3-c]pyridazin-7-yl)piperidine-1-carboxylate